C(#N)COC1=C(C(=C(C=C1)C1=CN=C(N1C)C(=O)NC1=CC(=C(C=C1)C(NCCNC(=O)[C@@H]1NC[C@@](C1)(O)CC)=O)C)F)F 5-[4-(Cyanomethoxy)-2,3-difluorophenyl]-N-[4-[2-[[(2R,4R)-4-ethyl-4-hydroxypyrrolidin-2-carbonyl]amino]ethylcarbamoyl]-3-methylphenyl]-1-methylimidazol-2-carboxamid